1,3,5-tris(2,3,3-trifluoro-2-propenyl)-1,3,5-triazine-2,4,6-trione FC(CN1C(N(C(N(C1=O)CC(=C(F)F)F)=O)CC(=C(F)F)F)=O)=C(F)F